1-(5-fluoro-3-(trifluoromethyl)pyridin-2-yl)ethan-1-one propyl-1-[[2-(4-chloro-2,6-dimethyl-phenyl)acetyl]amino]-4-oxo-cyclohexanecarboxylate C(CC)OC(=O)C1(CCC(CC1)=O)NC(CC1=C(C=C(C=C1C)Cl)C)=O.FC=1C=C(C(=NC1)C(C)=O)C(F)(F)F